C(CCCCC)OC1=CC=C(C=C1)C1=CC=2N(C3=CC(=CC=C3C2C=C1)C1=CC=C(C=C1)OCCCCCC)C 2,7-bis(4-(hexyloxy)phenyl)-9-methyl-9H-carbazole